C1(=CC=CC=C1)P(OCCC)(OCC#C)=O propyl propargyl phenylphosphonate